C(C)C=1N(C=2N(C(C1N1C[C@H](NCC1)C)=O)N=C(N2)C2=CCC(CC2)OC)CC(=O)NC2=C(C=C(C(=C2)F)C(F)(F)F)C 2-(5-ethyl-2-(4-methoxycyclohex-1-en-1-yl)-6-((R)-3-methylpiperazin-1-yl)-7-oxo-[1,2,4]triazolo[1,5-a]pyrimidin-4(7H)-yl)-N-(5-fluoro-2-methyl-4-(trifluoromethyl)phenyl)acetamide